1,N1,N3,N3,N5,N5-hexaphenyl-1,3,5-benzenetriamine C1(=CC=CC=C1)C1(CC(=CC(=C1)N(C1=CC=CC=C1)C1=CC=CC=C1)N(C1=CC=CC=C1)C1=CC=CC=C1)NC1=CC=CC=C1